trifluoro-[[(2-methoxybenzoyl)amino]methyl]borane potassium [K].FC=1C(=C(C(=C(C(=O)NCB)C1)OC)F)F